C(#CC)C=1SC=C(N1)C(C)(C)OCCCCCCN1C[C@@H]([C@H]([C@@H]([C@H](C1)O)O)O)O (3S,4R,5R,6S)-1-[6-({2-[2-(1-propyn-1-yl)-1,3-thiazol-4-yl]-2-propanyl}oxy)hexyl]-3,4,5,6-azepanetetrol